6-[4-(2-hydroxy-2-methylpropyloxy)phenyl]-4-[(3S)-piperidin-3-ylamino]pyrido[3,2-d]pyrimidine-8-carboxamide OC(COC1=CC=C(C=C1)C=1C=C(C=2N=CN=C(C2N1)N[C@@H]1CNCCC1)C(=O)N)(C)C